[SH3+].[SH2]=N sulfimide, sulfonium salt